Cl.Cl.C(C)(C)OC(=O)OCOC(=O)[C@@]1(NC[C@@H]2NCC[C@@H]21)CCCCB(O)O 4-((3aS,4R,6aR)-4-(((isopropoxycarbonyloxy)methoxy)carbonyl)octahydropyrrolo[3,4-b]pyrrol-4-yl)butylboronic acid dihydrochloride